[As](OC)([O-])(O)=O.[Na+] monoSodium Methyl Arsenate